FC1=C(C=C(C(=C1)F)OCCS(=O)C)N1CCNCC1 1-(2,4-difluoro-5-(2-(methylsulfinyl)ethoxy)phenyl)piperazine